2,4-dimethyl-2-vinyl-1,3-dioxane CC1(OCCC(O1)C)C=C